tert-butyl 6-((3-methoxy-1-methyl-1H-pyrazol-5-yl)sulfonyl)-2,6-diazaspiro[3.3]heptane-2-carboxylate COC1=NN(C(=C1)S(=O)(=O)N1CC2(CN(C2)C(=O)OC(C)(C)C)C1)C